C1(=NCCC2=CC=CC=C12)[C] 3,4-dihydroisoquinolyl-carbon